N1=C(C=CC=C1)C=1C=C(C=CC1)C=1N=C(SC1)N 4-(3-(pyridin-2-yl)phenyl)thiazol-2-amine